(3R,4S)-4-[2-(difluoromethoxy)-6-methyl-4-pyridinyl]-1-methyl-2-oxo-3-pyrrolidinecarboxylic acid methyl ester COC(=O)[C@H]1C(N(C[C@@H]1C1=CC(=NC(=C1)C)OC(F)F)C)=O